2-(3,5-dichlorophenyl)-benzo[d]oxazole-6-carboxylic acid 5,6,7,8-tetrahydroimidazo[1,2-a]pyridin-6-yl ester hydrochloride Cl.N=1C=CN2C1CCC(C2)OC(=O)C2=CC1=C(N=C(O1)C1=CC(=CC(=C1)Cl)Cl)C=C2